COC1C(NC1)C 3-methoxy-2-methylazetidine